N-(4-chlorophenyl)-N-(4-(2-(2,2-difluoroacetyl)hydrazine-1-carbonyl)-2-fluorobenzyl)methanesulfonamide ClC1=CC=C(C=C1)N(S(=O)(=O)C)CC1=C(C=C(C=C1)C(=O)NNC(C(F)F)=O)F